N,N-di(4-isopropylcyclohexyl)-5-(4-isopropylcyclohexylcarbonylamino)isophthalamide C(C)(C)C1CCC(CC1)N(C(C1=CC(C(=O)N)=CC(=C1)NC(=O)C1CCC(CC1)C(C)C)=O)C1CCC(CC1)C(C)C